(R)-2-amino-N-methyl-3-phenyl-propionylamide hydrochloride Cl.N[C@@H](C(=O)[N-]C)CC1=CC=CC=C1